C[C@H](C1=CC=CC=C1)N[C@H](C)C2=CC=CC=C2.Cl (R)-bis((R)-1-phenylethyl)amine hydrochloride